8-chloro-5-(2-methoxy-4-methylphenyl)pyrido[2,3-d]pyridazine ClC=1N=NC(=C2C1N=CC=C2)C2=C(C=C(C=C2)C)OC